tert-butyl (1-(4-(3-(2,6-dioxopiperidin-3-yl)phenoxy)butanoyl)piperidin-4-yl)carbamate O=C1NC(CCC1C=1C=C(OCCCC(=O)N2CCC(CC2)NC(OC(C)(C)C)=O)C=CC1)=O